N=1C=C(N2C1C=CC=C2)C(=O)N2CC1=C(CC2)C(=CS1)C(=O)N 6-(imidazo[1,2-a]pyridine-3-carbonyl)-4,5,6,7-tetrahydrothieno[2,3-c]-pyridine-3-carboxamide